iron perchlorate phosphate P(=O)([O-])([O-])[O-].Cl(=O)(=O)(=O)[O-].[Fe+4]